C(C)(C)(C)[Si](OCCCO)(C1=CC=CC=C1)C1=CC=CC=C1 3-[tert-butyl-(diphenyl)silyl]oxy-propan-1-ol